5-(1-((7-ethyl-6-oxo-5,6-dihydro-1,5-naphthyridin-3-yl)methyl)-1,2,3,6-tetrahydropyridin-4-yl)-N-methylpyrazine-2-carboxamide C(C)C=1C(NC=2C=C(C=NC2C1)CN1CCC(=CC1)C=1N=CC(=NC1)C(=O)NC)=O